2-methyl-5-(2H-tetrazol-2-yl)pyridine Silver (I) [Ag+].CC1=NC=C(C=C1)N1N=CN=N1